1,1'-oxydicyclohexa-1,4-diene O(C1=CCC=CC1)C1=CCC=CC1